3-[3-(1,3-Dioxo-1,3-dihydro-isoindol-2-yl)-propyl]-cyclobutanecarboxylic acid methyl ester COC(=O)C1CC(C1)CCCN1C(C2=CC=CC=C2C1=O)=O